FC1(CCN(CC1)C=1C(=C(C=C2C=CC(=NC12)C)NC(C1=C(C=C(C=C1)NS(=O)(=O)CCO)N1CCC2(CC2)CC1)=O)F)F N-(8-(4,4-difluoropiperidin-1-yl)-7-fluoro-2-methylquinolin-6-yl)-4-((2-hydroxyethyl)sulfonamido)-2-(6-azaspiro[2.5]octan-6-yl)benzamide